BrC=1C=C(C(=C2C=CNC12)F)F 7-bromo-4,5-difluoro-1H-indole